5-chloro-2,3-dioxoindoline-6-carboxylic acid methyl ester COC(=O)C1=C(C=C2C(C(NC2=C1)=O)=O)Cl